NC1=C(C(=CC=C1)C(=O)O)C(=O)O 3-aminobenzene-1,2-dicarboxylic acid